1-tert-butyl 2-methyl (2R,4S)-4-hydroxy-2-(methoxy methyl)pyrrolidine-1,2-dicarboxylate O[C@H]1C[C@](N(C1)C(=O)OC(C)(C)C)(C(=O)OC)COC